C(=O)C1CCC(CC1)N1N=C2C=C(C(=CC2=C1)NC(=O)C1=NC(=CC=C1)C)C(C)(C)O N-[2-(4-formylcyclohexyl)-6-(1-hydroxy-1-methyl-ethyl)indazol-5-yl]-6-methyl-pyridine-2-carboxamide